C(C)(C)N1N=C(C=C1C(=O)OC)[N+](=O)[O-] methyl 2-isopropyl-5-nitropyrazole-3-carboxylate